2,3-bis(trifluoromethyl)bicyclo[2.2.1]hept-2,5-diene FC(C=1C2C=CC(C1C(F)(F)F)C2)(F)F